Cl.CC1=C(C(=CC(=C1)C#CC)C)C1C(CC2(CCNCC2)CC1=O)=O 9-(2,6-dimethyl-4-prop-1-ynyl-phenyl)-3-azaspiro[5.5]undecane-8,10-dione Hydrochloride